N-(2-(3,3-dimethyl-2-phenyl-cyclobut-1-enyl)-4-methylphenyl)acetamide CC1(C(=C(C1)C1=C(C=CC(=C1)C)NC(C)=O)C1=CC=CC=C1)C